AMMONIUM DIFLUOROPHOSPHATE P(=O)([O-])(F)F.[NH4+]